ClC1=CC(=C(COC=2C=C(C=CC2F)C2=CCN(CC2)CC2=NC=3C(=NC(=CC3)C(=O)O)N2C[C@H]2OCC2)C=C1)F (S)-2-((4-(3-((4-chloro-2-fluorobenzyl)oxy)-4-fluorophenyl)-5,6-dihydropyridin-1(2H)-yl)methyl)-3-(oxetan-2-ylmethyl)-3H-imidazo[4,5-b]pyridine-5-carboxylic acid